6-(4-bromo-3-(methoxymethoxy)phenyl)-2,8-dimethylimidazo[1,2-B]pyridazine BrC1=C(C=C(C=C1)C=1C=C(C=2N(N1)C=C(N2)C)C)OCOC